FC(CSCCN)(F)F 2-((2,2,2-trifluoroethyl)thio)ethan-1-amine